P(=O)(OC)(OC1OC(C(C1)O)N1C2=NC(=NC(=C2N=C1)N)F)[O-] methyl (5-(6-amino-2-fluoro-9H-purin-9-yl)-4-hydroxytetrahydrofuran-2-yl) phosphate